(2-Oxoazetidine-1-carbonyl)-Z-lysine O=C1N(CC1)C(=O)N[C@@H](CCCCN)C(=O)O